ClC=1C=C(C=C(NC2=CC(=CC(=C2)C(C)(C)C)C(C)(C)C)C1)OC1=CC(=CC=C1)C(C)(C)C 5-chloro-3-(3-tert-butylphenoxy)-N-(3,5-di-tert-butylphenyl)aniline